N(N)C(CNC(OCC1=CC=CC=C1)=O)=O benzyl (2-hydrazinyl-2-oxo-ethyl)carbamate